FC(CCS(=O)(=O)C=1C=C(C(=O)NCC2=NC=C3C=CC(=NC3=C2)C2=NC(=CC(=C2)F)N2CCNC3(CC3)C2)C=CC1C)F 3-((3,3-difluoropropyl)sulfonyl)-N-((2-(4-fluoro-6-(4,7-diazaspiro[2.5]octan-7-yl)pyridin-2-yl)-1,6-naphthyridin-7-yl)methyl)-4-methylbenzamide